C1(CC1)C=1NC2=CC=C(C=C2C1C=O)C 2-CYCLOPROPYL-5-METHYL-1H-INDOLE-3-CARBOXALDEHYDE